{1-[6-(difluoromethoxy)(2-pyridyl)]-isopropyl}(4-(1,3-thiazol-2-yl)pyrimidin-2-yl)amine FC(OC1=CC=CC(=N1)C(C)(C)NC1=NC=CC(=N1)C=1SC=CN1)F